(S)-N-((R)-4,4-difluoro-1-((1-(trifluoromethyl)cyclopropyl)methyl)pyrrolidin-3-yl)-4-(5-(5-fluoro-2-methoxypyridin-4-yl)-1H-pyrazole-3-carbonyl)-4-azaspiro[2.5]octane-7-carboxamide FC1([C@@H](CN(C1)CC1(CC1)C(F)(F)F)NC(=O)[C@H]1CCN(C2(CC2)C1)C(=O)C1=NNC(=C1)C1=CC(=NC=C1F)OC)F